(S)-8-(Benzyloxy)-7-methoxy-1,2,3,10,11,11a-hexahydro-5H-benzo[e]pyrrolo[1,2-a][1,4]diazepin-5-one C(C1=CC=CC=C1)OC=1C(=CC2=C(NC[C@H]3N(C2=O)CCC3)C1)OC